1-(3-nitrobenzyl)piperazine [N+](=O)([O-])C=1C=C(CN2CCNCC2)C=CC1